FC=1C=C2C(=CC=NC2=CC1)C1CCC2(CC(C2)C(=O)NC2=CC=CC=C2)CC1 7-(6-fluoroquinoline-4-yl)-N-phenyl-spiro[3.5]nonane-2-carboxamide